2-methoxy-5-(trifluoromethyl)benzoyl chloride COC1=C(C(=O)Cl)C=C(C=C1)C(F)(F)F